FC=1C=C(CN2[C@H]3CN(C[C@@H]2CC3)CC3=CC=2N(C=C3)N=CC2N2C(NC(CC2)=O)=O)C=CC1 1-(5-(((1R,5S)-8-(3-fluorobenzyl)-3,8-diazabicyclo[3.2.1]octan-3-yl)methyl)pyrazolo[1,5-a]pyridin-3-yl)dihydropyrimidine-2,4(1H,3H)-dione